dibenzyl(2-(piperidin-4-yl)ethyl)phosphonate C(C1=CC=CC=C1)OP(OCC1=CC=CC=C1)(=O)CCC1CCNCC1